N1(CCCCC1)C1=NC2=CC=CC=C2C=C1 2-(piperidin-1-yl)quinoline